N1N=CC(=C1)C=1SC2=C3C(CCCOC13)=CNC2=O 1-(1H-pyrazol-4-yl)-4,6,7,8-tetrahydro-3H-9-oxa-2-thia-4-azabenzo[cd]azulen-3-one